1,3,5-trifluoro-benzene FC1=CC(=CC(=C1)F)F